3-aminopropylmethyl-bis(tris-methylsiloxy)silane methyl-(4Z,8e)-2-acetyl-5-(hydroxymethyl)-9,13-dimethyltetradeca-4,8,12-trienoate COC(C(C\C=C(\CC\C=C(\CCC=C(C)C)/C)/CO)C(C)=O)=O.NCCC[Si](O[Si](C)(C)C)(O[Si](C)(C)C)C